C1CCC2=C(C=CC=C12)C1=C(C=C2C(=N1)C(=NN2)C=2C=CC(=NC2)[C@@]21CN(CC1C2)CCO)OC (S)-2-(1-(5-(5-(2,3-Dihydro-1H-inden-4-yl)-6-methoxy-1H-pyrazolo[4,3-b]pyridin-3-yl)pyridin-2-yl)-3-azabicyclo[3.1.0]hexan-3-yl)ethan-1-ol